3-acetamido-6-chloropyridine-2-carboxylic acid ethyl ester C(C)OC(=O)C1=NC(=CC=C1NC(C)=O)Cl